[NH4+].[NH4+].C(OCCCC(OP(=O)(O)O)C1=C(C(=CC(=C1)CCCCC)O)[C@H]1[C@@H](CCC(=C1)C)C(=C)C)([O-])=O.OC1=CC(=CC(=C1[C@H]1[C@@H](CCC(=C1)C)C(=C)C)C(CCCOC([O-])=O)OP(=O)(O)O)CCCCC (1'R,2'R)-6-hydroxy-5'-methyl-4-pentyl-2'-(prop-1-en-2-yl)-1',2',3',4'-tetrahydro-[1,1'-biphenyl]-2-yl(4-(phosphonooxy)butyl) carbonate di-ammonium salt